2,7-bis(trimethoxysilyl)octane CO[Si](C(C)CCCCC(C)[Si](OC)(OC)OC)(OC)OC